C(CCCCCC)OC1=CC=C(C=C1)C1CC(CC(C1)=O)=O 5-(4-heptoxyphenyl)-1,3-cyclohexanedione